FC=1C=C(C=CC1OC)C1=CN=C2N1C=CN=C2NC2=CC(=C(C(=O)NCCOCC(N1CCNCC1)=O)C=C2)C 4-[[3-(3-fluoro-4-methoxyphenyl)imidazo[1,2-a]pyrazin-8-yl]amino]-2-methyl-N-[2-(2-oxo-2-piperazin-1-ylethoxy)ethyl]benzamide